6-(difluoromethoxy)-1-methylpyrido[3,2-d]pyrimidin-2(1H)-one FC(OC=1C=CC=2N(C(N=CC2N1)=O)C)F